N-[(3R,5S)-5-fluoro-1-methyl-3-piperidyl]carbamic acid tert-butyl ester C(C)(C)(C)OC(N[C@H]1CN(C[C@H](C1)F)C)=O